FC1=CC=C2C(=CNC(C2=C1F)=O)C(C)N(C(=O)NC1=CC(=CC=C1)Cl)C 1-(1-(7,8-difluoro-1-oxo-1,2-dihydroisoquinolin-4-yl)ethyl)-3-(3-chlorophenyl)-1-methylurea